5-((2-fluorobenzyl)oxy)-N-(3-(hydroxymethyl)tetrahydrofuran-3-yl)-2-methylbenzofuran-3-carbonyl-Amine FC1=C(COC=2C=CC3=C(C(=C(O3)C)C(=O)NC3(COCC3)CO)C2)C=CC=C1